strontium carbon N-(2,4-dichlorophenyl)-2-(6-oxo-3-(thiophen-2-yl)pyridazin-1(6H)-yl)acetamide ClC1=C(C=CC(=C1)Cl)NC(CN1N=C(C=CC1=O)C=1SC=CC1)=O.[C].[Sr]